2-(1,3-dimethyl-1H-pyrazol-4-yl)-N-(5-(2-(3-methoxy-3-methylazetidin-1-yl)acetamido)-2-methylpyridin-3-yl)pyrazolo[5,1-b]Thiazole-7-carboxamide CN1N=C(C(=C1)C1=CN2C(S1)=C(C=N2)C(=O)NC=2C(=NC=C(C2)NC(CN2CC(C2)(C)OC)=O)C)C